C(C)(C)(C)C1=CC=C2C=C(C(NC2=C1)=O)C(=O)O 7-(tert-butyl)-2-oxo-1,2-dihydroquinoline-3-carboxylic acid